4-(((4-fluoro-1-methylpiperidin-4-yl)methyl)amino)-3-nitrobenzenesulfonamide FC1(CCN(CC1)C)CNC1=C(C=C(C=C1)S(=O)(=O)N)[N+](=O)[O-]